C(C)(C)(C)OC(NC=1C(=NC=CC1C1=NC=CC=C1F)C1CCC(CC1)(F)F)=O (2'-(4,4-difluorocyclohexyl)-3-fluoro-[2,4'-bipyridyl]-3'-yl)carbamic acid tert-butyl ester